arachidonic acid trans-linoleyl ester C(CCCCCCC\C=C\C\C=C/CCCCC)OC(CCC\C=C/C\C=C/C\C=C/C\C=C/CCCCC)=O